FC=1C=CC2=C(N(C(N2)=O)C2CCN(CC2)C(=O)N)C1 4-(6-fluoro-2-oxo-2,3-dihydro-1H-benzimidazol-1-yl)piperidine-1-carboxamide